COC1=C(N)C(=CC(=C1)OC)OC 2,4,6-Trimethoxyaniline